3-chloro-5-(1H-pyrazol-1-yl)phenol ClC=1C=C(C=C(C1)N1N=CC=C1)O